PCCCCCC=O phosphinohexane-6-one